C(C)(C)NCCCN N-isopropyl-1,3-propanediamine